C(C)(C)(C)O.[Li] lithium tertiary butyl alcohol